NC=1C=NC=2CC(CCC2C1)NC(OCC1=CC=CC=C1)=O Benzyl (3-amino-5,6,7,8-tetrahydroquinolin-7-yl)carbamate